methyl 3-(difluoromethoxy)-2-iodobenzoate FC(OC=1C(=C(C(=O)OC)C=CC1)I)F